CN(CCC(=O)C1=CC(=NC(=C1)OC)OCC)C 3-(dimethylamino)-1-(2-ethoxy-6-methoxypyridin-4-yl)propan-1-one